C(C)OC(=O)C=1N=C(N(C(C1OC)=O)C)C(C(C(=O)NN)C1=C(C=CC=C1)Cl)C 2-[1-(2-chlorophenyl)-1-(hydrazinocarbonyl)prop-2-yl]-5-methoxy-1-methyl-6-oxopyrimidine-4-carboxylic acid ethyl ester